2-amino-5,6,7-trifluorobenzothiazole NC=1SC2=C(N1)C=C(C(=C2F)F)F